(3R,5S)-3,5-Dimethyl-4-(3-(4-(4-methylpiperazin-1-yl)phenyl)-1H-pyrazolo[4,3-d]pyrimidin-5-yl)piperazin C[C@@H]1CNC[C@@H](N1C=1N=CC2=C(N1)C(=NN2)C2=CC=C(C=C2)N2CCN(CC2)C)C